(2-fluoro-6-methoxyphenyl)-4-((S)-4-(2-fluoropropenyl)-2-methylpiperazin-1-yl)-1-(2-isopropyl-4-methylpyridin-3-yl)-2-oxo-1,2-dihydropyrido[2,3-d]pyrimidine-6-carbonitrile FC1=C(C(=CC=C1)OC)C1=C(C=NC=2N(C(N=C(C21)N2[C@H](CN(CC2)C=C(C)F)C)=O)C=2C(=NC=CC2C)C(C)C)C#N